5-((3-chlorophenoxy)methyl)-1,3,4-thiadiazol-2-amine ClC=1C=C(OCC2=NN=C(S2)N)C=CC1